C1(CC1)N1N=CC(=C1)C=1C=C(C=CC1)N(C(=O)[C@@H]1CC[C@H](CC1)O)C[C@@H]1CC[C@H](CC1)C1=CC(=C(C=C1)OC)C trans-N-(3-(1-cyclopropyl-1H-pyrazol-4-yl)phenyl)-4-hydroxy-N-((trans-4-(4-methoxy-3-methylphenyl)cyclohexyl)methyl)cyclohexanecarboxamide